3,6-dimethylhept-4-en-1-yl ethyl oxalate C(C(=O)OCC)(=O)OCCC(C=CC(C)C)C